(S)-1-(2-chloro-5-((1-(trifluoromethyl)-1H-pyrazol-4-yl)ethynyl)pyridin-4-yl)-3-methylpiperidin-3-ol ClC1=NC=C(C(=C1)N1C[C@](CCC1)(O)C)C#CC=1C=NN(C1)C(F)(F)F